C(#N)C1=CC=C(C=C1)N1C(=NC2=NC=CN=C2C1=O)SCC(=O)NC=1SC=CN1 2-((3-(4-Cyanophenyl)-4-oxo-3,4-dihydropteridin-2-yl)-thio)-N-(thiazol-2-yl)acetamide